N-(3-fluoro-4-((1-isopropyl-2-oxo-2,3-dihydro-1H-imidazo[4,5-b]pyridine-7-yl)oxy)phenyl)-5-(trifluoromethyl)-1-(3-(trifluoromethyl)pyridine-2-yl)-1H-pyrazole-4-carboxamide FC=1C=C(C=CC1OC1=C2C(=NC=C1)NC(N2C(C)C)=O)NC(=O)C=2C=NN(C2C(F)(F)F)C2=NC=CC=C2C(F)(F)F